5-((1S,3R)-2-(2-Fluoro-2-methylpropyl)-3-methyl-2,3,4,9-tetrahydro-1H-pyrido[3,4-b]indol-1-yl)-2-(((S)-1-propylpyrrolidin-3-yl)methyl)thiazole FC(CN1[C@@H](C=2NC3=CC=CC=C3C2C[C@H]1C)C1=CN=C(S1)C[C@H]1CN(CC1)CCC)(C)C